ISOPROPYL-9H-PURIN-8-AMINE C(C)(C)C1=NC=C2N=C(NC2=N1)N